COCCN1C=[N+](C=C1)CCOC 1,3-bis(2-methoxyethyl)imidazolium